C(CCCCC(C)C)OC(C=C)=O.C(C=C)#N acrylonitrile isooctyl-acrylate